[Pd](Cl)Cl.C1(=CC=CC=C1)P(C1=CC=CC=C1)[C-]1C=CC=C1.[CH-]1C=CC=C1.[Fe+2] (diphenylphosphino)ferrocene palladium (II) dichloride